triethanol tristhiopropionate C(CC)(=S)O.C(CC)(=S)O.C(CC)(=S)O.C(C)O.C(C)O.C(C)O